[Si](OCCCCCCCCCCCS)(OCCCCCCCCCCCS)(OCCCCCCCCCCCS)OCCCCCCCCCCCS tetrakis(11-mercaptoundecyl) silicate